C(C)OC(CCC(F)F)=O Ethyl-4,4-difluorobutanoat